C(#N)C1(CC1)C=1C=CC(=NC1)NC1=CC(=C(N=N1)C(=O)NC([2H])([2H])[2H])NC1=NC=CC=C1S(=O)(=O)C 6-{[5-(1-cyanocyclopropyl)pyridin-2-yl]amino}-4-[(3-methanesulfonylpyridin-2-yl)amino]-N-(2H3)methylpyridazine-3-carboxamide